Phenyl-sulphonat C1(=CC=CC=C1)S(=O)(=O)[O-]